1-Sulfanylethane-1,2-diol SC(CO)O